(R)-N'-(6-(N-ethyl-N-(2,2,2-trifluoro-1-(4-fluorophenyl)ethyl)sulfamoyl)benzo[d]thiazol-2-yl)-N,N-dimethylformimidamide C(C)N(S(=O)(=O)C1=CC2=C(N=C(S2)N=CN(C)C)C=C1)[C@@H](C(F)(F)F)C1=CC=C(C=C1)F